4-(1-(4-Fluorophenyl)-1H-pyrazol-4-yl)benzyl-carbamic acid tert-butyl ester C(C)(C)(C)OC(NCC1=CC=C(C=C1)C=1C=NN(C1)C1=CC=C(C=C1)F)=O